3-Benzyloxy-1-(2,2-dimethoxy-ethyl)-N-(4-methoxy-benzyl)-4-oxo-1,4-dihydropyridine-2-carboxamide C(C1=CC=CC=C1)OC1=C(N(C=CC1=O)CC(OC)OC)C(=O)NCC1=CC=C(C=C1)OC